BrC1=C(C=C(C(=O)N(C)[C@H](C)C2=NNC(C3=CC(=C(C=C23)F)F)=O)C=C1)F (R)-4-bromo-N-(1-(6,7-difluoro-4-oxo-3,4-dihydrophthalazin-1-yl)ethyl)-3-fluoro-N-methylbenzamide